3-[(3-hydroxybut-2-yl)oxy]-5-(5-methyl-1,3-thiazol-2-yl)-N-{(1R)-1-[6-(trifluoromethyl)pyridazin-3-yl]ethyl}benzamide OC(C(C)OC=1C=C(C(=O)N[C@H](C)C=2N=NC(=CC2)C(F)(F)F)C=C(C1)C=1SC(=CN1)C)C